diethyl(4-(3,6-dibromo-9H-carbazol-9-yl)butyl)phosphonate C(C)OP(OCC)(=O)CCCCN1C2=CC=C(C=C2C=2C=C(C=CC12)Br)Br